C(C)C1C(C2=CC=C(C=C2C2=C1C(=NO2)C(=O)OC2=C(C=NC1=C(C=C(C=C21)Cl)C(F)(F)F)S(=O)(=O)N2CCSCC2)Br)CC 6-chloro-3-thiomorpholinosulfonyl-8-(trifluoromethyl)quinolin-4-ol rac-ethyl-8-bromo-5-ethyl-4,5-dihydronaphtho[2,1-d]isoxazole-3-carboxylate